FC(C=1C(=C(C=CC1)[C@@H](C)NC=1C2=C(N=CN1)N(C(C(=C2)C2CCS(CC2)(=O)=NC#N)=O)C)F)F [4-[4-[[(1R)-1-[3-(difluoromethyl)-2-fluoro-phenyl]ethyl]amino]-8-methyl-7-oxo-pyrido[2,3-d]pyrimidin-6-yl]-1-oxo-thiacyclohexan-1-ylidene]cyanamide